3-(1-methyl-1H-pyrazol-5-yl)cyclopentan-1-one CN1N=CC=C1C1CC(CC1)=O